NCCN1C2CC(CC1CC2)C2=C(C(=O)N)C=CC=C2 endo-[8-(2-aminoethyl)-8-azabicyclo[3.2.1]oct-3-yl]-benzamide